FC1=CC(=C(C=C1)C=1C2=C(C(=NC1C1=NN3C(CN(C[C@H]3C)C(C=C)=O)=C1)C=1C=NN(C1)C)C=CS2)OC(C)C 1-((7R)-2-(7-(4-fluoro-2-isopropoxyphenyl)-4-(1-methyl-1H-pyrazol-4-yl)thieno[3,2-c]pyridin-6-yl)-7-methyl-6,7-dihydropyrazolo[1,5-a]pyrazin-5(4H)-yl)prop-2-en-1-one